COCC1=C2CN3C(C2=CC=C1)(CCC3)CO (6-(methoxymethyl)-2,3-dihydro-1H-pyrrolo[2,1-a]isoindol-9b(5H)-yl)methanol